C(=O)O.C1(CC1)CCN(C1=C2CN(C(C2=CC=C1)=O)C1C(NC(CC1)=O)=O)C1CCC(CC1)NC1CC(C1)(F)F 3-(4-((2-cyclopropylethyl)((1r,4r)-4-((3,3-difluorocyclobutyl)amino)cyclohexyl)amino)-1-oxoisoindolin-2-yl)piperidine-2,6-dione formate